ON=C(C(=O)[O-])C1=CC=C(C=C1)SC hydroxyimino-(4-methylsulfanyl-phenyl)-acetate